O=C1NC(CCC1N1C(N(C2=C1C=CC(=C2)C#CCOCCCN(C(OC(C)(C)C)=O)C)C)=O)=O tert-butyl N-[3-[3-[1-(2,6-dioxo-3-piperidyl)-3-methyl-2-oxo-benzimidazol-5-yl]prop-2-ynoxy]propyl]-N-methyl-carbamate